(1S,2R)-2-(Toluene-4-sulfonyl)-cyclopentanecarboxylic acid (4-chloro-2-fluoro-benzyl)-(3-cyano-3,3-dimethyl-propyl)-amide ClC1=CC(=C(CN(C(=O)[C@H]2[C@@H](CCC2)S(=O)(=O)C2=CC=C(C)C=C2)CCC(C)(C)C#N)C=C1)F